N1(N=CC=C1)CCC(=O)N1C[C@H](CCC1)C=1C=C(C2=C(C=C(O2)C(N(C)C)=O)C1F)C1=C(C=C(C=C1)N1CCN(CC1)C(=O)OC(C)(C)C)Cl tert-butyl (R)-4-(4-(5-(1-(3-(1H-pyrazol-1-yl)propanoyl)piperidin-3-yl)-2-(dimethylcarbamoyl)-4-fluorobenzofuran-7-yl)-3-chlorophenyl)piperazine-1-carboxylate